N[C@@H]1C(NC1)=O (3S)-3-aminoazetidin-2-one